2-amino-1-((S)-3-(methoxymethyl)piperidin-1-yl)butan-1-one NC(C(=O)N1C[C@H](CCC1)COC)CC